COC(C1=C(C(=CC=C1)CC)F)=O ethyl-2-fluorobenzoic acid methyl ester